(R)-N-(2-(4-Cyanothiazolidin-3-yl)-2-oxoethyl)-6-(2-azaspiro[3.3]heptan-2-yl)quinoline-4-carboxamide C(#N)[C@H]1N(CSC1)C(CNC(=O)C1=CC=NC2=CC=C(C=C12)N1CC2(C1)CCC2)=O